OC[C@H]1O[C@@H]([C@@H]([C@@H]2[C@H]1OC(O2)(C)C)NC(OC(C)(C)C)=O)CCC tert-butyl ((3aR,4R,6R,7S,7aR)-4-(hydroxymethyl)-2,2-dimethyl-6-propyltetrahydro-4H-[1,3]dioxolo[4,5-c]pyran-7-yl)carbamate